6-(4-(2-(tert-butoxycarbonylamino)ethoxy)phenyl)quinoline-4-carboxylate C(C)(C)(C)OC(=O)NCCOC1=CC=C(C=C1)C=1C=C2C(=CC=NC2=CC1)C(=O)[O-]